C(CCCCCCCCC)N(C(CCCN(C)C)=O)C(CCCCCCCCC(=O)OCC(CCCCCC)CCCC)CCCCCCCCC(=O)OCC(CCCCCC)CCCC BIS(2-BUTYLOCTYL) 10-(N-DECYL-4-(DIMETHYLAMINO)BUTANAMIDO)NONADECANEDIOATE